6-(N-carbamoyl-2,6-difluoroanilino)-2-(2,4-difluorophenyl)pyridin-3-carboxamide C(N)(=O)N(C1=C(C=CC=C1F)F)C1=CC=C(C(=N1)C1=C(C=C(C=C1)F)F)C(=O)N